2-Ethyl-3,6-di-methylpyrazin C(C)C1=NC(=CN=C1C)C